N1(CCCC1)C1=CC2=C(N=N1)CCN(C2)C2=NC(=NC=C2)C#N 4-[7,8-dihydro-3-(1-pyrrolidinyl)pyrido[4,3-c]pyridazin-6(5H)-yl]-2-pyrimidinecarbonitrile